L-lysine glutamate N[C@@H](CCC(=O)O)C(=O)O.N[C@@H](CCCCN)C(=O)O